C(C)(C)(C)OC(=O)N1CCN(CC1)C1=CC=C(C=C1)C=1C=C(C2=CN(N=C2C1OC)C(C(=O)OCC)C1=C2N(C=N1)C[C@@H](C2)F)Cl 4-(4-(4-chloro-2-(2-ethoxy-1-((R)-6-fluoro-6,7-dihydro-5H-pyrrolo[1,2-c]imidazol-1-yl)-2-oxoethyl)-7-methoxy-2H-indazol-6-yl)phenyl)piperazine-1-carboxylic acid tert-butyl ester